C(#N)C1=CC(=C(COC2=CC=CC(=N2)C2=CC(=C(CC3=NC4=C(N3C3CCOCC35CC5)C=C(C=C4)C(=O)O)C=C2F)F)C=C1)F 2-(4-(6-((4-cyano-2-fluorobenzyl)oxy)pyridin-2-yl)-2,5-difluorobenzyl)-1-(5-oxaspiro[2.5]octan-8-yl)-1H-benzo[d]imidazole-6-carboxylic acid